OC1=CC=C(C[C@@H]2C(N3C(N(O2)C(=O)OCCC2=CC=C(C=C2)O)CN(C([C@@H]3CC(C)C)=O)CCC3=CC=C(C=C3)O)=O)C=C1 (3R,6S)-4-hydroxyphenethyl 3-(4-hydroxybenzyl)-8-(4-hydroxyphenethyl)-6-isobutyl-4,7-dioxohexahydropyrazino[2,1-c][1,2,4]oxadiazine-1(6H)-carboxylate